C(C)(C)(C)C=1C=C(C=C(C1O)C(C)(C)C)CCC(=O)OCCCCCCCC octyl 3-(3',5'-di-tert-butyl-4-hydroxyphenyl)propionate